O1[C@H]2[C@@H](CC1)CCC2 |r| rac-(3aR,6aR)-hexahydrocyclopenta[b]furan